NC1=C(C(=O)NNCCN)C=CC=C1 2-aminobenzamidoethylenediamine